BrC=1C=C(C=2N(C1)C(=C(N2)C(=O)N(C)OC)C)F 6-bromo-8-fluoro-N-methoxy-N,3-dimethylimidazo[1,2-a]pyridine-2-carboxamide